bisphenol A acetate propionate C(CC)(=O)O.C(C)(=O)O.OC1=CC=C(C=C1)C(C)(C)C1=CC=C(C=C1)O